2-(1-methyl-4-piperidyl)ethanol CN1CCC(CC1)CCO